[Li]C(=CC1=CC=CC=C1)[Li] dilithiostyrene